C(C)OC1=C(C(=CC(=C1)CN1CCC2(CN(C(O2)=O)C2=CC=C(C(=O)NC[C@@H]([C@H]([C@@H]([C@@H](CO)O)O)O)O)C=C2)CC1)CO)C1=CC=C(C=C1)F 4-(8-((2-ethoxy-4'-fluoro-6-(hydroxymethyl)-[1,1'-biphenyl]-4-yl)methyl)-2-oxo-1-oxa-3,8-diazaspiro[4.5]decan-3-yl)-N-((2S,3R,4R,5R)-2,3,4,5,6-pentahydroxyhexyl)benzamide